3,5-dichloro-N-(4-(N-(2-methoxyphenyl)sulfamoyl)phenyl)benzenesulfonamide ClC=1C=C(C=C(C1)Cl)S(=O)(=O)NC1=CC=C(C=C1)S(NC1=C(C=CC=C1)OC)(=O)=O